[Si](C1=CC=CC=C1)(C1=CC=CC=C1)(C(C)(C)C)OC[C@@H](CN1C(C2=CC=CC=C2C1=O)=O)C (R)-2-(3-((tert-butyldiphenylsilyl)oxy)-2-methylpropyl)isoindoline-1,3-dione